C1(=CC=CC=C1)C=1N=CC(=NC1)CC=1OC=C(N1)C(=O)OCC ethyl 2-((5-phenylpyrazin-2-yl)methyl)oxazole-4-carboxylate